NC1=NC(=CC(=N1)N1CCC2(C[C@H](NC2)C(=O)O)CC1)O[C@@H](C(F)(F)F)C1=CC=C(C=C1)C1=CC=C(C=C1)CC (S)-8-(2-amino-6-((R)-1-(4'-ethyl-[1,1'-biphenyl]-4-yl)-2,2,2-trifluoroethoxy)pyrimidin-4-yl)-2,8-diazaspiro[4.5]decane-3-carboxylic acid